hexadecyl-octacosane C(CCCCCCCCCCCCCCC)CCCCCCCCCCCCCCCCCCCCCCCCCCCC